4-(4-oxo-3,4-dihydro-quinazolin-2-yl)-2-azabicyclo[2.1.1]hexane-2-carboxylic acid tert-butyl ester C(C)(C)(C)OC(=O)N1C2CC(C1)(C2)C2=NC1=CC=CC=C1C(N2)=O